[Si]([O-])([O-])([O-])[O-].[Si](O)(O)(O)O.[Si](O)(O)(O)O.[Si](O)(O)(O)O.[Cu+2].[Ca+2] calcium copper tetrasilicate